ClC=1C=CC(=C(C1)B(O)O)F 5-chloro-2-fluoro-phenylboronic acid